FC1=C(C(=CC=C1)F)C=1C(=NNC(C1)=O)C(=O)O (2,6-difluorophenyl)-6-oxo-pyridazine-3-carboxylic acid